C(CCCC)(=O)OC=1C(OC(CCCC)=O)=CC(=CC1F)CC=C 4-allyl-6-fluorocatechol di-n-pentanoate